O=C(CC[C@@H]1NC(OC1)=O)N1CC(C1)C1=CC=C(C=C1)C1(CC1)C(F)(F)F (4S)-4-[3-Oxo-3-[3-[4-[1-(trifluoromethyl)cyclopropyl]phenyl]azetidin-1-yl]propyl]oxazolidin-2-one